NC1=C(C(=NC=N1)NC1=CC(=C2N(C1=O)C1(CCN(CC1)C)NC2=O)C)Cl 6-((6-amino-5-chloropyrimidin-4-yl)amino)-1',8-dimethyl-2H-spiro[imidazo[1,5-a]pyridine-3,4'-piperidine]-1,5-dione